t-butyl (1-(3-chloro-5-(trifluoromethyl)pyridin-2-yl)piperidin-4-yl)carbamate ClC=1C(=NC=C(C1)C(F)(F)F)N1CCC(CC1)NC(OC(C)(C)C)=O